C1(CC1)C=1C=C(OC=2C(=CC=3N(C2)N=CC3)C3=NOC[C@H](N3)CC3=C(C=C(C=C3)Cl)Cl)C=CC1 |r| 6-(3-cyclopropylphenoxy)-5-[(5RS)-5-(2,4-dichlorobenzyl)-5,6-dihydro-4H-1,2,4-oxadiazin-3-yl]pyrazolo[1,5-a]pyridine